N-[5-[3-[(2S)-2-amino-2-(2-fluorophenyl)ethoxy]-5-methyl-isoxazol-4-yl]pyrazolo[1,5-a]pyridin-2-yl]cyclopropanecarboxamide N[C@H](COC1=NOC(=C1C1=CC=2N(C=C1)N=C(C2)NC(=O)C2CC2)C)C2=C(C=CC=C2)F